2,2'-methylenebis[4-(1,1,3,3-tetramethylbutyl)-6-benzotriazol-2-yl-phenol] C(C1=C(C(=CC(=C1)C(CC(C)(C)C)(C)C)N1N=C2C(=N1)C=CC=C2)O)C2=C(C(=CC(=C2)C(CC(C)(C)C)(C)C)N2N=C1C(=N2)C=CC=C1)O